4-methyl-1,4-oxazepan-7-one CN1CCOC(CC1)=O